N-(5-(cyclopent-3-en-1-yloxy)-7-(1-methyl-1H-pyrazol-4-yl)quinazolin-4-yl)benzo[d]thiazol-6-amine C1(CC=CC1)OC1=C2C(=NC=NC2=CC(=C1)C=1C=NN(C1)C)NC1=CC2=C(N=CS2)C=C1